1,7,8-naphthalenetricarboxylic acid C1(=CC=CC2=CC=C(C(=C12)C(=O)O)C(=O)O)C(=O)O